FC(OC1=NC=CC(=C1)CNC(=O)NC(C(F)(F)F)C(F)(F)F)F 1-[[2-(difluoromethoxy)pyridin-4-yl]methyl]-3-(1,1,1,3,3,3-hexafluoropropan-2-yl)urea